tert-butyl (S)-(7-(2-hydroxyethoxy)-5-methyl-4-oxo-2,3,4,5-tetrahydrobenzo[b][1,4]oxazepin-3-yl)carbamate OCCOC1=CC2=C(OC[C@@H](C(N2C)=O)NC(OC(C)(C)C)=O)C=C1